5-{2-amino-[1,2,4]triazolo[1,5-a]pyridin-7-yl}-N-{[2-(cyclopentylmethoxy)pyridin-3-yl]methyl}-2-methoxypyridine-3-carboxamide NC1=NN2C(C=C(C=C2)C=2C=C(C(=NC2)OC)C(=O)NCC=2C(=NC=CC2)OCC2CCCC2)=N1